bisguanosine acetate C(C)(=O)O.[C@@H]1([C@H](O)[C@H](O)[C@@H](CO)O1)N1C=NC=2C(=O)NC(N)=NC12.[C@@H]1([C@H](O)[C@H](O)[C@@H](CO)O1)N1C=NC=2C(=O)NC(N)=NC12